7-[(4-Benzylpiperidin-1-yl)methyl]-5-chloroquinolin-8-ol C(C1=CC=CC=C1)C1CCN(CC1)CC1=CC(=C2C=CC=NC2=C1O)Cl